N2-((S)-2-amino-3-(1,3-diphenylethyl-2,3-dihydro-1H-imidazol-4-yl)propionyl)-N6-octanoyl-L-lysyl-L-phenylalanyl-L-tyrosine N[C@H](C(=O)N[C@@H](CCCCNC(CCCCCCC)=O)C(=O)N[C@@H](CC1=CC=CC=C1)C(=O)N[C@@H](CC1=CC=C(C=C1)O)C(=O)O)CC=1N(CN(C1)C(C)C1=CC=CC=C1)C1=CC=CC=C1